N1(CCCC1)CC(CO)O 3-pyrrolidine-1-yl-1,2-propanediol